C[C@@H]1CN(C(C=2N1N=C(C2)C(C)C)=O)CC(=O)O 2-[(7R)-7-Methyl-4-oxo-2-(propan-2-yl)-4H,5H,6H,7H-pyrazolo[1,5-a]pyrazin-5-yl]acetic acid